CN1C(C2=CC=CC=3C2=C(C1=O)C=CC3C3=CC=1C(C=2C=CC=C4C(C=5C=CC=CC5N(C24)C1S3)(C)C)(C)C)=O 2-methyl-6-(4,4,8,8-tetramethyl-4H,8H-thieno[3',2':5,6]pyrido[3,2,1-de]acridin-2-yl)-1H-benzo[de]isoquinoline-1,3(2H)-dione